COC(=O)C1=C(N=NC(=C1C)C(F)(F)F)OC1=C(C=C(C=C1)F)C 3-(4-fluoro-2-methylphenoxy)-5-methyl-6-(trifluoromethyl)pyridazine-4-carboxylic acid methyl ester